N-((1s,3s)-3-hydroxy-3-(trifluoromethyl)cyclobutyl)-N,3-dimethylbenzenesulfonamide OC1(CC(C1)N(S(=O)(=O)C1=CC(=CC=C1)C)C)C(F)(F)F